C(CCCCCCC\C=C/CCCCCCCC)(=O)OCCCCCCCCCOC(CCCCCCC\C=C/CCCCCCCC)=O nonylene glycol dioleate